3-({[(1R)-6-(2,4-difluorophenyl)-1,2,3,4-tetrahydroisoquinolin-1-yl]methyl}amino)pyridine-4-carboxylic acid FC1=C(C=CC(=C1)F)C=1C=C2CCN[C@H](C2=CC1)CNC=1C=NC=CC1C(=O)O